NC1=C(C(=O)N)C=CC(=C1)[C@@H]1N(CCN(C1)CCC(F)(F)F)CC1=C2C=CNC2=C(C=C1OC)C 2-Amino-4-((2s)-1-((5-methoxy-7-methyl-1H-indol-4-yl)methyl)-4-(3,3,3-trifluoropropyl)piperazin-2-yl)benzamide